C=C(CCN1CCCC1)C=CC(CCN1CCCC1)=C N,N'-(3,6-dimethyleneoct-4-ene-1,8-diyl)bis(pyrrolidine)